C1(CCC1)OC=1C=C(C=CC1)C(CC(=O)OCC1=CC=CC=C1)NC([C@H](CC(C)C)N1C(C=CC=C1)=O)=O benzyl 3-(3-cyclobutoxyphenyl)-3-((S)-4-methyl-2-(2-oxopyridin-1(2H)-yl)pentanamido)propanoate